CNC1=CC=C(N=N1)NC(C1=C(C=CC=C1)[N+](=O)[O-])=O N-(6-(methylamino)pyridazin-3-yl)-2-nitrobenzamide